C(=O)(OC(C)(C)C)N1CC2=CC=C(N=C2CC1)Cl 2-BOC-6-CHLORO-2,5-DIAZATETRALIN